ClC=1C=CC=2N(N1)C=C(N2)C(=O)N[C@H]2COC1=CC(=CC=C1C2)N2CCNCC2 (R)-6-chloro-N-(7-(piperazin-1-yl)chroman-3-yl)imidazo[1,2-b]pyridazine-2-carboxamide